NC=1C(=C(C=C2C=C(N=CC12)NC1=NN2CC(N(CCC2=C1)C)=O)C1=C(C2=C(OCCN2)C=C1)C)F 2-((8-amino-7-fluoro-6-(5-methyl-3,4-dihydro-2H-benzo[b][1,4]oxazin-6-yl)isoquinolin-3-yl)amino)-6-methyl-5,6-dihydro-4H-pyrazolo[1,5-d][1,4]diazepin-7(8H)-one